C(=O)(O)C1=CC(=[N+](C=C1)[O-])C(F)(F)F 4-carboxy-2-(trifluoromethyl)pyridine 1-oxide